tert-butyl (1R,3s,5S)-3-(4-((3-amino-6-bromopyrazin-2-yl)oxy)-1H-pyrazol-1-yl)-8-azabicyclo[3.2.1]octane-8-carboxylate NC=1C(=NC(=CN1)Br)OC=1C=NN(C1)C1C[C@H]2CC[C@@H](C1)N2C(=O)OC(C)(C)C